C[C@H]1O[C@@H](CN(C1)C1=NC(=C2N1C1=CC(=CC=C1N=C2)C=2C=CC(=NC2)OCCCN(C)C)C)C 3-((5-(1-((2R,6R)-2,6-dimethylmorpholino)-3-methylimidazo[1,5-a]quinoxalin-8-yl)pyridin-2-yl)oxy)-N,N-dimethylpropan-1-amine